CC1=NC(=CC=C1NC(=O)[C@@H]1[C@H](CCCC1)C(=O)O)C1=C(C(=NO1)C)CNC1=NC=CC(=N1)C=1SC=CC1 (1S,2S)-2-((2-methyl-6-(3-methyl-4-(((4-(thiophen-2-yl)pyrimidin-2-yl)amino)methyl)isoxazol-5-yl)pyridin-3-yl)carbamoyl)cyclohexane-1-carboxylic acid